N-(3-((3-(1H-pyrazol-4-yl)-1H-indazol-6-yl)thio)phenyl)-2-(2-fluorophenyl)acetamide N1N=CC(=C1)C1=NNC2=CC(=CC=C12)SC=1C=C(C=CC1)NC(CC1=C(C=CC=C1)F)=O